4-(6-((3R,4R)-3-amino-4-((6-chloropyridazin-3-yl)oxy)pyrrolidin-1-yl)pyridin-3-yl)-6-ethoxypyrazolo[1,5-a]pyridine-3-carbonitrile N[C@@H]1CN(C[C@H]1OC=1N=NC(=CC1)Cl)C1=CC=C(C=N1)C=1C=2N(C=C(C1)OCC)N=CC2C#N